[N-](S(=O)(=O)C(F)(F)F)S(=O)(=O)C(F)(F)F.C(CCC)[N+](C)(CCCC)CCCC Tributyl-methyl-ammonium bis(trifluoromethylsulfonyl)imide salt